C(C)(C)(C)C1=C(N(N=C1)C)N tert-butyl-2-methylpyrazol-3-amine